FC(OC1=CC=C(CN2CCC(CC2)C=2C=C3CN(C(C3=CC2)=O)C2C(NC(CC2)=O)=O)C=C1)F 3-(5-(1-(4-(difluoromethoxy)benzyl)piperidin-4-yl)-1-oxo-isoindolin-2-yl)piperidine-2,6-dione